NC1=NC=C(C=C1F)Br 2-amino-5-Bromo-3-fluoropyridine